CC1N(CCC=2N=C(N=CC21)C2=NC=CC=N2)C=O (5-methyl-2-pyrimidin-2-yl-7,8-dihydro-5H-pyrido[4,3-d]pyrimidin-6-yl)methanone